2-(3-isopropyl-2-(2-methylpyridin-4-yl)-1H-indol-5-yl)-N-(octahydrocyclopenta[c]pyrrol-4-yl)propionamide C(C)(C)C1=C(NC2=CC=C(C=C12)C(C(=O)NC1CCC2CNCC21)C)C2=CC(=NC=C2)C